N-(3-fluorophenyl)-2-(5-(trifluoromethyl)-1,2,4-oxadiazol-3-yl)-6,7-dihydrothieno[3,2-c]pyridine-5(4H)-carboxamide FC=1C=C(C=CC1)NC(=O)N1CC2=C(CC1)SC(=C2)C2=NOC(=N2)C(F)(F)F